(1-ethylpyrrolidin-3-yl)amine C(C)N1CC(CC1)N